Cl.NCCS(=O)(=O)NC=1C=C(C=CC1)C 2-amino-N-(m-tolyl)ethane-1-sulfonamide hydrochloride